C(C1=CC=CC=C1)OC(=O)N[C@H](C(=O)N[C@H](C(S(=O)(=O)O)O)CC1C(NCC1)=O)CC(C)C (2S)-2-((S)-2-(((benzyloxy)carbonyl)amino)-4-methylpentanamido)-1-hydroxy-3-(2-oxopyrrolidin-3-yl)propane-1-sulfonic acid